diallyldimethylammonium (bis(trifluoromethylsulfonyl)imide) [N-](S(=O)(=O)C(F)(F)F)S(=O)(=O)C(F)(F)F.C(C=C)[N+](C)(C)CC=C